(7-(2-(4-(6-fluorobenzothiophen-4-yl) piperazin-1-yl) ethyl)-2-oxo-3,4-dihydroquinolin-1(2H)-yl) methyltetrahydro-2H-pyran-4-carboxylate CC1OCCC(C1)C(=O)ON1C(CCC2=CC=C(C=C12)CCN1CCN(CC1)C1=CC(=CC2=C1C=CS2)F)=O